4'-(2-hydroxyethoxy)-[1,1'-biphenyl]-4-carboxylic acid OCCOC1=CC=C(C=C1)C1=CC=C(C=C1)C(=O)O